N-((1,2,3,5,6,7-hexahydro-s-indacen-4-yl)carbamoyl)-4-(prop-1-en-2-yl)furan-2-sulfonamide C1CCC2=C(C=3CCCC3C=C12)NC(=O)NS(=O)(=O)C=1OC=C(C1)C(=C)C